COS(=O)(=O)C1=CC=CC2=CC=CC=C12.[Li] lithium methylnaphthalenesulfonate